ClC1=C(C=CC=C1NC(=O)C1=NN2C(C(CCC2)NC(C(=O)O)(C)C)=C1)C1=C(C(=CC=C1)NC(C1=NC=C(C=C1)CNCCO)=O)Cl 2-((2-((2,2'-dichloro-3'-(5-(((2-hydroxyethyl)amino)methyl)picolinamido)-[1,1'-biphenyl]-3-yl)carbamoyl)-4,5,6,7-tetrahydropyrazolo[1,5-a]pyridin-4-yl)amino)-2-methylpropanoic acid